1-(methyl-sulfonyl)indoline-6-carboxamide CS(=O)(=O)N1CCC2=CC=C(C=C12)C(=O)N